CC=1CC2=CC=CC=C2C1 monomethyl-Inden